C(C1=CC=CC=C1)OC1=CC=C(C(=N1)C1=N[C@H](C=2N(C3=C1C(=C(C=C3)C(F)(F)F)Cl)C=C(N2)C(=O)NC(C)C)C)F (4S)-6-(6-benzyloxy-3-fluoro-2-pyridyl)-7-chloro-N-isopropyl-4-methyl-8-(trifluoromethyl)-4H-imidazo[1,2-a][1,4]benzodiazepine-2-carboxamide